(R)-6-(2-(3-chlorophenyl)-2-hydroxyacetyl)-2-(1-(4-(isothiazol-4-yl)thiophen-2-yl)cyclopropyl)-3,5,6,7,8,9-hexahydro-4H-pyrimido[5,4-c]azepin-4-one ClC=1C=C(C=CC1)[C@H](C(=O)N1CC2=C(CCC1)N=C(NC2=O)C2(CC2)C=2SC=C(C2)C=2C=NSC2)O